COC=1C=C2CCN(CC2=CC1NC1=NC2=CC(=CC=C2C=N1)NCC1=NS(C2=C(N1)C=CC(=C2)C)(=O)=O)C 3-[({2-[(6-methoxy-2-methyl-1,2,3,4-tetrahydroisoquinolin-7-yl)amino]quinazolin-7-yl}amino)methyl]-7-methyl-1lambda~6~,2,4-benzothiadiazine-1,1(4H)-dione